3-methyl-4-(6-{4-[3-(4-methyl-3-trifluoromethyl-phenyl)-ureido]-phenoxy}-pyrimidin-4-yl)-piperazin CC1CNCCN1C1=NC=NC(=C1)OC1=CC=C(C=C1)NC(=O)NC1=CC(=C(C=C1)C)C(F)(F)F